CC/C=C\\C/C=C\\C/C=C\\C/C=C\\C/C=C\\C/C=C\\CCCCCCCCCCCCCCC(=O)[O-] The molecule is a polyunsaturated fatty acid anion that is the conjugate base of (16Z,19Z,22Z,25Z,28Z,31Z)-tetratriacontahexaenoic acid, obtained by deprotonation of the carboxy group; major species at pH 7.3. It is a conjugate base of a (16Z,19Z,22Z,25Z,28Z,31Z)-tetratriacontahexaenoic acid.